2-((3-((3-(2,5-dioxo-2,5-dihydro-1H-pyrrol-1-yl)propanamido)methyl)-1-(2,5,8,11,14,17,20,23,26,29,32,35-dodecaoxaoctatriacontan-38-oyl)azetidin-3-yl)oxy)acetic acid O=C1N(C(C=C1)=O)CCC(=O)NCC1(CN(C1)C(CCOCCOCCOCCOCCOCCOCCOCCOCCOCCOCCOCCOC)=O)OCC(=O)O